bis(1-octyloxy-2,2,6,6-tetramethyl-4-piperidinyl)sebacate C(CCCCCCC)ON1C(CC(CC1(C)C)OC(CCCCCCCCC(=O)OC1CC(N(C(C1)(C)C)OCCCCCCCC)(C)C)=O)(C)C